tert-butyl 4-(1-(2,6-dioxopiperidin-3-yl)indolin-5-yl)-5,6-dihydropyridine-1(2H)-carboxylate O=C1NC(CCC1N1CCC2=CC(=CC=C12)C1=CCN(CC1)C(=O)OC(C)(C)C)=O